(R)-6-((1-(benzo[d]thiazol-6-yl)prop-2-yn-1-yl)amino)-8-chloro-4-((3-chloro-4-fluorophenyl)amino)quinoline-3-carbonitrile S1C=NC2=C1C=C(C=C2)[C@@H](C#C)NC=2C=C1C(=C(C=NC1=C(C2)Cl)C#N)NC2=CC(=C(C=C2)F)Cl